12-(3-Fluorobut-2-yl)-12-azatricyclo[6.3.1.02,7]Dodeca-2,4,6-triene hydrochloride Cl.FC(C(C)N1C2C3=CC=CC=C3C1CCC2)C